1-(2-(2-methylpiperazin-1-yl)thieno[3,2-d]Pyrimidin-4-yl)azetidine-3-carboxamide lithium 2,2-dibenzylpropanedioate C(C1=CC=CC=C1)C(C(=O)[O-])(C(=O)[O-])CC1=CC=CC=C1.[Li+].CC1N(CCNC1)C=1N=C(C2=C(N1)C=CS2)N2CC(C2)C(=O)N.[Li+]